N-Methyl-2-((1R,4R)-5-phenyl-2,5-diazabicyclo[2.2.1]heptan-2-yl)isonicotinamide CNC(C1=CC(=NC=C1)N1[C@H]2CN([C@@H](C1)C2)C2=CC=CC=C2)=O